C(C1=C(C=CC=C1)N(C([O-])=S)C1=C(C(=CC=C1)CC)CC)C1=C(C=CC=C1)N(C([O-])=S)C1=C(C(=CC=C1)CC)CC methylenediphenylene-bis(diethylphenyl thiocarbamate)